C1=CC=C2C(=C1)C(=CN2)C[C@@H](C(=O)N)N The molecule is an amino acid amide that is the carboxamide of L-tryptophan. It has a role as a human metabolite. It is an amino acid amide and a tryptophan derivative. It is a conjugate base of a L-tryptophanamide(1+).